8-((2S,5R)-5-ethyl-2-methyl-4-(1-(4-(trifluoromethoxy)phenyl)ethyl)piperazin-1-yl)-5-methyl-6-oxo-5,6-dihydro-1,5-naphthyridine-2-carbonitrile C(C)[C@H]1N(C[C@@H](N(C1)C1=CC(N(C=2C=CC(=NC12)C#N)C)=O)C)C(C)C1=CC=C(C=C1)OC(F)(F)F